COC=1C=C(C=C(C1OC)[Se]C)C(\C(=C\C1=CC(=C(C(=C1)OC)OC)OC)\C)=O (E)-1-(3,4-dimethoxy-5-(methylseleno)phenyl)-3-(3,4,5-trimethoxyphenyl)-2-methylpropan-2-en-1-one